1-(4-amino-7-(3-(3-aminopropyl)benzyl)-2-butyl-1H-imidazo[4,5-c]quinolin-1-yl)-2-methylpropan-2-ol NC1=NC=2C=C(C=CC2C2=C1N=C(N2CC(C)(O)C)CCCC)CC2=CC(=CC=C2)CCCN